8-(1-((2S,4S)-1-(but-2-ynoyl)-2-(cyanomethyl)piperidin-4-yl)-6-fluoro-8-methyl-4-((S)-1-((S)-1-methylpyrrolidin-2-yl)ethoxy)-1H-pyrazolo[4,3-c]quinolin-7-yl)-1-naphthonitrile C(C#CC)(=O)N1[C@@H](C[C@H](CC1)N1N=CC=2C(=NC=3C(=C(C(=CC3C21)C)C=2C=CC=C1C=CC=C(C21)C#N)F)O[C@@H](C)[C@H]2N(CCC2)C)CC#N